C(C)(C)(C)N(C([O-])=O)C1=C(C=CC=C1)C=O.C[N+](CCCNC(C=C)=O)(C)C N-[3-(trimethylammonio)propyl]acrylamide tert-butyl-(2-formylphenyl)carbamate